C(C)(C)(C)OC(=O)NC1=C(C=C(S1)C(=O)OC)NCC1=CN=CN1CC methyl 5-((tert-butoxycarbonyl)amino)-4-(((1-ethyl-1H-imidazol-5-yl)methyl)amino)thiophene-2-carboxylate